C1(=CC=CC=C1)C1C(OC(C1)=O)=O 3-Phenyloxolane-2,5-dione